7-(7-(8-chloronaphthalen-1-yl)-8-fluoro-2-((hexahydro-1H-pyrrolizine-7a-yl)methoxy)pyrido[4,3-d]pyrimidin-4-yl)-1,3,7-triazaspiro[4.5]decane-2,4-dione ClC=1C=CC=C2C=CC=C(C12)C1=C(C=2N=C(N=C(C2C=N1)N1CC2(C(NC(N2)=O)=O)CCC1)OCC12CCCN2CCC1)F